CN(CCOC=1C=C(C=CC1)[C@@H]1N(C[C@H](CC1)C)C(C(=O)OCC(F)(F)F)=O)C 2,2,2-trifluoroethyl 2-((2R,5S)-2-(3-(2-(dimethylamino)ethoxy)phenyl)-5-methylpiperidin-1-yl)-2-oxoacetate